ClCCSC (2-chloroethyl)(methyl)sulfane